epoxyphenyl-phosphorus oxide C1(=C2C(=CC=C1)O2)P=O